3-[2-(2-cyclopent-1-enylphenyl)-2-(4-methoxyphenoxy)acetoxy]-1,1-dimethylpyrrolidinium trifluoroacetate salt FC(C(=O)[O-])(F)F.C1(=CCCC1)C1=C(C=CC=C1)C(C(=O)OC1C[N+](CC1)(C)C)OC1=CC=C(C=C1)OC